C1(=CC=CC=C1)[C@H]1OC2(O[C@@H]1C1=CC=CC=C1)C1CC3CC(CC2C3)C1 (1R,3S,4'R,5S,5'R,7S)-4',5'-diphenylspiro[adamantane-2,2'-[1,3]dioxolane]